NC1(N(C(C2=CC=CC=C12)=O)OC)COC1=CC=C(C#N)C=C1 4-((1-amino-2-methoxy-3-oxoisoindolin-1-yl)methoxy)benzonitrile